1,9,9-Trimethyl-6-(trifluoromethoxy)-9,10-dihydroacridine CC1=CC=CC=2NC3=CC(=CC=C3C(C12)(C)C)OC(F)(F)F